FC=1C=C2CCN(CC2=CC1NC=1N=NC(=C(N1)NC1=C(C=CC=C1)C)C(=O)N)C ((6-fluoro-2-methyl-1,2,3,4-tetrahydroisoquinolin-7-yl)amino)-5-(o-toluylamino)-1,2,4-triazine-6-carboxamide